8-((3-hydroxycyclobutyl)amino)octanoic acid 1-octylnonyl ester C(CCCCCCC)C(CCCCCCCC)OC(CCCCCCCNC1CC(C1)O)=O